C(C)(=O)O[C@@H]1[C@@H](C(C=C1C)(C)C)OC(=O)C (1R,2S)-(2-Acetoxy-3,5,5-trimethyl-3-cyclopentenyl)-methylcarboxylat